(R)-4-(((R)-2-((((9H-fluoren-9-yl)methoxy)carbonyl)(methyl)amino)-3-(4-chlorophenyl)propyl)(methyl)amino)-3-(dimethylamino)-4-oxobutanoic acid C1=CC=CC=2C3=CC=CC=C3C(C12)COC(=O)N([C@@H](CN(C([C@@H](CC(=O)O)N(C)C)=O)C)CC1=CC=C(C=C1)Cl)C